C(C)(C)(C)OC(=O)N(C1=NC=CC(=C1)C=1OC=C(N1)C(=O)NC=1C(=NN(C1)C1=CC=C(C(=O)OC(=O)OC(C)C)C=C1)C(F)F)CC1CC1 1-Isopropoxycarbonyl 4-[4-[[2-[2-[tert-butoxycarbonyl(cyclopropylmethyl)amino]-4-pyridyl]oxazole-4-carbonyl]amino]-3-(difluoromethyl)pyrazol-1-yl]benzoate